COC(=O)C1CCC(CC1)C=O (1R,4R)-4-formylcyclohexane-1-carboxylic acid methyl ester